NC1(CCN(CC1)C1=NN2C(S1)=NC=C2C2=C(C=C(C=C2)F)OC)C(C)(C)O 2-(4-amino-1-(5-(4-fluoro-2-methoxyphenyl)imidazo[2,1-b][1,3,4]thiadiazol-2-yl)piperidin-4-yl)propan-2-ol